rac-6-chloro-1-((tetrahydro-2H-pyran-3-yl)methyl)-1H-pyrazolo[3,4-d]pyrimidine ClC1=NC=C2C(=N1)N(N=C2)C[C@@H]2COCCC2 |r|